silyl-triethylammonium bromide salt [Br-].[SiH3][N+](CC)(CC)CC